(4-(4-amino-4-methylpiperidin-1-yl)phenyl)-5-(oxazol-5-yl)pyridin-2-amine NC1(CCN(CC1)C1=CC=C(C=C1)C=1C(=NC=C(C1)C1=CN=CO1)N)C